dinitropropynyl-spermine [N+](=O)([O-])C(C#CNCCCNCCCCNCCCN)[N+](=O)[O-]